PYRIDINOYLPIPERIDINE N1=C(C=CC=C1)C(=O)N1CCCCC1